(2-(1-amino-2-methyl-1-carbonylpropan-2-yl)thiazol-4-yl)boronic acid NC(C(C)(C)C=1SC=C(N1)B(O)O)=C=O